C1=CC=CC2=CC3=CC4=CC=CC=C4C=C3C=C12.[Na] sodium naphthacene